C(C)OC([C@H](NC([C@H](CCC1=NC2=C(N1C)C=CC(=C2)[N+](=O)[O-])NC(=O)OC(C)(C)C)=O)CC(C)C)=O ((S)-2-((tert-Butoxycarbonyl)amino)-4-(1-methyl-5-nitro-1H-benzo[D]imidazol-2-yl)butanoyl)-D-leucine ethyl ester